2-(8-Amino-3-(5-(1,1-difluoro-2-hydroxypropan-2-yl)-2-methylphenyl)imidazo[1,2-a]pyrazin-6-yl)-N-(1-hydroxy-2-methylpropan-2-yl)cyclopropane-1-carboxamide NC=1C=2N(C=C(N1)C1C(C1)C(=O)NC(CO)(C)C)C(=CN2)C2=C(C=CC(=C2)C(C(F)F)(C)O)C